4-(4-fluorophenyl)tetrahydropyran-4-carbonitrile FC1=CC=C(C=C1)C1(CCOCC1)C#N